N-(4-Amino-6-bromopyridin-3-yl)-3-((4-(pyridazin-3-yl)phenyl)amino)benzamide NC1=C(C=NC(=C1)Br)NC(C1=CC(=CC=C1)NC1=CC=C(C=C1)C=1N=NC=CC1)=O